4-(pyridin-3-yl)-N-(phenyl)thiazol-2-amine N1=CC(=CC=C1)C=1N=C(SC1)NC1=CC=CC=C1